HexaDecylTriMethoxySilane C(CCCCCCCCCCCCCCC)[Si](OC)(OC)OC